CC1CN(CC2=CC(=CC=C12)C(=O)NC1=CC2=C(N(C=N2)C)C(=C1)C(F)(F)F)C1CC(N(CC1)C)=O 4-methyl-2-(1-methyl-2-oxo-4-piperidyl)-N-[1-methyl-7-(trifluoromethyl)benzimidazol-5-yl]-3,4-dihydro-1H-isoquinoline-7-carboxamide